1,1'-[(4-methylphenyl)imino]di-2-propanol CC1=CC=C(C=C1)N(CC(C)O)CC(C)O